FC1=CC=C2C=C(C(NC2=C1)=O)C(=O)O 7-fluoro-2-oxo-1H-quinoline-3-carboxylic acid